ClC1=CC=NC(=C1C(=O)NCC1=CC=C(C=C1)B1OC(C(O1)(C)C)(C)C)C 4-chloro-2-methyl-N-(4-(4,4,5,5-tetramethyl-1,3,2-dioxaborolan-2-yl)benzyl)nicotinamide